C1(CCCCC1)S(=O)(=O)O\N=C(\C1=CC(=C(C=C1)OC)OC)/C#N (Z)-N-(cyclohexylsulfonyloxy)-3,4-dimethoxybenzimidoyl cyanide